[2,8-3H]-Adenosine [C@@H]1([C@H](O)[C@H](O)[C@@H](CO)O1)N1C(=NC=2C(N)=NC(=NC12)[3H])[3H]